CS=C(C#CC(N(CCOC(N(CCN(C)C)C)=O)C)(C)C)[O-] S-Methyl-2,5,10,11,11-pentamethyl-6-oxo-7-oxa-2,5,10-triazatetradec-12-yne-14-thioat